NC=1C(=C2N=CC=NC2=CC1)N(S(=O)(=O)C)C N-(6-aminoquinoxaline-5-yl)-N-methylmethanesulfonamide